ClC=1C=C(C=CC1F)C(C=1NC(=CN1)S(=O)(=O)NC1CNCC1)C1=CC(=C(C=C1)F)Cl 2-(bis(3-chloro-4-fluorophenyl)methyl)-N-(pyrrolidin-3-yl)-1H-imidazole-5-sulfonamide